5-((1-(Tetrahydro-2H-pyran-2-yl)-1H-indazol-6-yl)oxy)-5,6,7,8-tetrahydronaphthalene-2-carbonitrile O1C(CCCC1)N1N=CC2=CC=C(C=C12)OC1C=2C=CC(=CC2CCC1)C#N